6-(2,4-dichlorophenyl)-8-methyl-2-(methylthio)pyrido[2,3-d]pyrimidin ClC1=C(C=CC(=C1)Cl)C1=CC2=C(N=C(N=C2)SC)N(C1)C